(E)-2-(4-isobutyl-3-(2-nitrovinyl)phenyl)propionic acid C(C(C)C)C1=C(C=C(C=C1)C(C(=O)O)C)\C=C\[N+](=O)[O-]